CCCCC/C=C\C/C=C\CCCCCCCCCCCC(=O)O[C@H](COC(=O)CCCC/C=C\C/C=C\C/C=C\C/C=C\CC)COP(=O)(O)OC[C@@H](C(=O)O)N 1-(6Z,9Z,12Z,15Z-octadecatetraenoyl)-2-(13Z,16Z-docosadienoyl)-glycero-3-phosphoserine